4,4-dimethyl-7-phenyl-2,3,3a,4,7,11b-hexahydro-1H-benzo[c]pyrrolo[3,2,1-ij]cinnolin CC1(CN2N(C3=C(C4CCCC1C24)C=CC=C3)C3=CC=CC=C3)C